[Si](C)(C)(C(C)(C)C)OCC1=C(C=CC(=C1)F)N1N=C(C=C1C(=O)C=1C=NN(C1)CC)Cl (1-(2-(((tert-butyldimethylsilyl)oxy)methyl)-4-fluorophenyl)-3-chloro-1H-pyrazol-5-yl)(1-ethyl-1H-pyrazol-4-yl)methanone